CC(=C)CCC 2-methyl-pent-1-ene